t-Butyloxycarbonyl chloride C(C)(C)(C)OC(=O)Cl